trans-9-fluoro-6,7,8,9-tetrahydro-5H-5,8-epiminocyclohepta[d]pyrimidine hydrochloride Cl.FC1C2CCC(C3=C1N=CN=C3)N2